C(C)(C)(C)OC(=O)N1[C@H]2[C@H](NC[C@@H]1CC2)COC2=NC(=C(C=1N=C(N=C(C12)O)SC)F)Cl (1R,2S,5S)-2-(((7-chloro-8-fluoro-4-hydroxy-2-(methylthio)pyrido[4,3-d]pyrimidin-5-yl)oxy)methyl)-3,8-diazabicyclo[3.2.1]octane-8-carboxylic acid tert-butyl ester